4-(furan-2-yl)pyrrolo[1,2-a]quinoxaline O1C(=CC=C1)C=1C=2N(C3=CC=CC=C3N1)C=CC2